2,4-diamino-5-(3,5-dichloro-4-dimethylaminobenzyl)-pyrimidine NC1=NC=C(C(=N1)N)CC1=CC(=C(C(=C1)Cl)N(C)C)Cl